tert-Butyl (3-cyano-7-fluoro-4-(5-fluoro-3-(3-((R)-3-fluoropyrrolidin-1-yl)azetidin-1-yl)-7,9-dihydrofuro[3,4-f]quinazolin-6-yl)thieno[3,2-c]pyridin-2-yl)carbamate C(#N)C1=C(SC2=C1C(=NC=C2F)C=2C1=C(C=3C=NC(=NC3C2F)N2CC(C2)N2C[C@@H](CC2)F)COC1)NC(OC(C)(C)C)=O